CC(C=O)CC1=CC2=C(C=C1)OCO2 α-methyl-3,4-(methylenedioxy)-hydrocinnamaldehyde